SC(C(=O)N1C(CCCC1)C=1NC(=CN1)C1=CC=C(C=C1)C)C 2-mercapto-1-(2-(5-(p-tolyl)imidazol-2-yl)piperidin-1-yl)propan-1-one